2-((3S,4S)-3-fluoro-4-methoxy-3-methylpiperidin-1-yl)pyrimidin-4-amine tert-Butyl-3-fluoro-4-methoxy-3-methylpiperidine-1-carboxylate C(C)(C)(C)OC(=O)N1CC(C(CC1)OC)(C)F.F[C@]1(CN(CC[C@@H]1OC)C1=NC=CC(=N1)N)C